(S)-Methyl 2-acetamido-3-(4-methoxyphenyl)propanoate C(C)(=O)N[C@H](C(=O)OC)CC1=CC=C(C=C1)OC